2-((1R,3r,5S)-3-(7-chloro-1-methyl-2,3-dioxo-2,3-dihydropyrido[2,3-b]pyrazin-4(1H)-yl)-8-azabicyclo[3.2.1]octan-8-yl)pyrimidine-5-carbonitrile ClC1=CC2=C(N(C(C(N2C)=O)=O)C2C[C@H]3CC[C@@H](C2)N3C3=NC=C(C=N3)C#N)N=C1